N-{[(2S,4R)-4-Fluoro-1-methylpyrrolidin-2-yl]methyl}-N-(1-methyl-1H-pyrazol-4-yl)aminosulfonamide hydrochloride Cl.F[C@@H]1C[C@H](N(C1)C)CN(S(=O)=O)NC=1C=NN(C1)C